BrCC1=C(C=CC=C1)N1CCC(CC1)C1=C(C=CC=C1F)F 1-(2-(bromomethyl)phenyl)-4-(2,6-difluorophenyl)piperidine